NC1=NC=2C=C(C(=CC2C2=C1C=NN2C)C(=O)N(CC2=NC=C(C(=C2)C)C#CC=2C=NC=CC2)C2CC2)Cl 4-amino-7-chloro-N-cyclopropyl-1-methyl-N-((4-methyl-5-(pyridin-3-ylethynyl)pyridin-2-yl)methyl)-1H-pyrazolo[4,3-c]quinoline-8-carboxamide